bismuth(III) phosphate P(=O)([O-])([O-])[O-].[Bi+3]